(E)-N-cyanoacetimidate C(#N)/N=C(\C)/[O-]